O=C1NC2=CC=CN=C2C2=C1OCCC2 6-oxo-6,8,9,10-tetrahydro-5H-pyrano[2,3-c][1,5]naphthyridine